C1(=CC=CC2=CC=CC=C12)C(=O)[O-].C1(=CC=CC2=CC=CC=C12)C(=O)[O-].C(C(C)C)[Sn+2]CC(C)C diisobutyltin dinaphthate